S1C(=CC=C1)C=O thiol-formaldehyde